3-((1S,3R)-3-hydroxycyclopentyl)-8-(pyridin-3-yl)-6-(4-(trifluoromethyl)phenyl)pyrido[3,4-d]pyrimidin-4(3H)-one O[C@H]1C[C@H](CC1)N1C=NC2=C(C1=O)C=C(N=C2C=2C=NC=CC2)C2=CC=C(C=C2)C(F)(F)F